CC1=C(OC=CC=C1)C(=O)O (2R,3R)-3-Methyloxepin-2-carboxylic acid